ClC=1C=C(C=C(C1)NS(=O)(=O)C)NC(=O)C1=CC(=C(S1)C(=O)OC)C1=CC=CC=C1 methyl 5-[(3-chloro-5-methanesulfonamidophenyl)carbamoyl]-3-phenylthiophene-2-carboxylate